FC(S(=O)(=O)N[C@@H](C(C)C)C(=O)O)(F)F N-[(trifluoromethyl)sulfonyl]-L-valine